FC=1C=2N(C(=CC1)C(=O)OC)C=NN2 Methyl 8-fluoro-[1,2,4]triazolo[4,3-a]pyridine-5-carboxylate